ClC1=C2CC[C@]3(C2=CC=C1)CCC=1C(=NC(=NC1C3)OCCN3CCOCC3)N3C[C@@H](N(CC3)C(C(=C)F)=O)CC#N 2-[(2S)-4-[(7R)-4'-chloro-2-(2-morpholinoethoxy)spiro[6,8-dihydro-5H-quinazolin-7,1'-indan]-4-yl]-1-(2-fluoroprop-2-enoyl)piperazin-2-yl]acetonitrile